N1=C(C=CC=C1)C α-picoline